N1(CCC1)C(=O)C1=NC=C(C=C1)C1=CC=CC=2N1N=CC2C(=O)N2CCCCC2 azetidin-1-yl(5-(3-(piperidine-1-carbonyl)pyrazolo[1,5-a]pyridin-7-yl)pyridin-2-yl)methanone